OC1=C(C(=NC=C1Cl)C(=O)O)Cl 4-hydroxy-3,5-dichloropicolinic acid